(4bR,7aS)-2-Chloro-3-(3-methoxypropoxy)-7,7-dimethyl-11-oxo-4b,5,6,7,7a,11-hexahydrocyclopenta[f]pyrido[1,2-h][1,7]naphthyridine ClC1=NC=2C=3N([C@H]4[C@@H](C2C=C1OCCCOC)CCC4(C)C)C=CC(C3)=O